4-(1-{2-amino-1-[p-(trifluoromethyl)phenyl]ethyl}-3,5-dimethyl-1H-pyrazol-4-yl)-3-(p-chlorophenyl)-2-pyridylamine NCC(C1=CC=C(C=C1)C(F)(F)F)N1N=C(C(=C1C)C1=C(C(=NC=C1)N)C1=CC=C(C=C1)Cl)C